5-(4-((diethylamino)methyl)-3-fluorophenyl)-N-(3-(4-thiomorpholinopiperidin-1-yl)propyl)thieno[3,2-b]pyridin-7-amine C(C)N(CC)CC1=C(C=C(C=C1)C1=CC(=C2C(=N1)C=CS2)NCCCN2CCC(CC2)N2CCSCC2)F